C(C(=O)[O-])(=O)OCC#CC mono-2-butynyl oxalate